5-(2-chloro-5-(isobutyrylaminomethyl)benzoylamino)-1-methyl-N-(4-(trifluoromethoxy)benzyl)-1H-indole-2-carboxamide ClC1=C(C(=O)NC=2C=C3C=C(N(C3=CC2)C)C(=O)NCC2=CC=C(C=C2)OC(F)(F)F)C=C(C=C1)CNC(C(C)C)=O